O1C(=CC2=C1C=CC=C2)C2=NC(=NC=C2Cl)Cl 4-benzofuran-2-yl-2,5-dichloropyrimidine